COC1=NC=C(C(=C1)C1(CCC(CC1)=O)C(=O)OC)[N+](=O)[O-] methyl 1-(2-methoxy-5-nitropyridin-4-yl)-4-oxocyclohexane-1-carboxylate